C(C)C1(NC(NC1=O)=O)C1=C(C=C(C(=O)O)C=C1)F 4-(4-Ethyl-2,5-dioxoimidazolidin-4-yl)-3-fluorobenzoic acid